[N+](=O)([O-])C=1C=CC(=NC1)C=1CCN(CC1)C(=O)OC(C)(C)C tert-butyl 5-nitro-3',6'-dihydro-[2,4'-bipyridine]-1'(2'H)-carboxylate